O.O1CCN(CC1)C(C(=O)N)C.O1CCN(CC1)C(C(=O)N)C 2-morpholinopropanamide, hemihydrate